ClCC=1N=C(SC1)N(CC1=CC(=CC=C1)OC)CC1=CC(=CC=C1)N(C)C 4-(chloromethyl)-N-(3-(dimethylamino)benzyl)-N-(3-methoxybenzyl)thiazol-2-amine